(1-(3-cyanobenzyl)-1H-indol-5-yl)acrylamide C(#N)C=1C=C(CN2C=CC3=CC(=CC=C23)C(C(=O)N)=C)C=CC1